ClC1=C(C=C(C=C1)NC(OC(C)(C)C)=O)C(NC1=NC=C(C=C1F)C=1C=NN(C1)C1=CC=CC=C1)=O tert-butyl N-[4-chloro-3-[[3-fluoro-5-(1-phenylpyrazol-4-yl)-2-pyridyl]carbamoyl]phenyl]carbamate